3-(4-(2,8-diphenylimidazo[1,2-a]pyridin-6-yl)phenyl)acrylaldehyde C1(=CC=CC=C1)C=1N=C2N(C=C(C=C2C2=CC=CC=C2)C2=CC=C(C=C2)C=CC=O)C1